5-[3-(1-ethyl-1H-indol-3-yl)-1,2,4-oxadiazol-5-yl]-2-[(propan-2-yl)amino]benzonitrile C(C)N1C=C(C2=CC=CC=C12)C1=NOC(=N1)C=1C=CC(=C(C#N)C1)NC(C)C